OC[C@H](C1=CC=CC=C1)NC1=CC(=NC=C1C1=NC(=NO1)C=1C=NC=CC1)NC1=CC=C2C(=N1)C(NC2=O)(C)C (S)-2-((4-((2-hydroxy-1-phenylethyl)amino)-5-(3-(pyridin-3-yl)-1,2,4-oxadiazol-5-yl)pyridin-2-yl)amino)-7,7-dimethyl-6,7-dihydro-5H-pyrrolo[3,4-b]pyridin-5-one